CN1C2=C(CCCC1=O)C=CC=C2 1-methyl-2-oxo-2,3,4,5-tetrahydro-1H-benzo[b]azepine